2-(4-methoxybenzoyl)-4,6-dimethyldibenzothiophene COC1=CC=C(C(=O)C2=CC3=C(SC4=C3C=CC=C4C)C(=C2)C)C=C1